CN1C(SC2=C1C=CC(=C2)C2=CC=C(C(=O)O)C=C2)=O 4-(3-methyl-2-benzothiazolinone-6-yl)benzoic acid